C(C)(C)(C)C1=CC=C(C=C1)C1=NC2=C(N1)C=CC=C2F 2-(4-tert-Butylphenyl)-4-fluoro-1H-benzo[d]imidazole